7-[[5-chloro-2-[(3S,5R)-4,4-difluoro-3,5-dimethyl-1-piperidyl]pyrimidin-4-yl]amino]-4-methyl-1H-quinoxaline-2,3-dione ClC=1C(=NC(=NC1)N1C[C@@H](C([C@@H](C1)C)(F)F)C)NC1=CC=C2N(C(C(NC2=C1)=O)=O)C